benzoindene C1C=CC2=CC=C3C(=C12)C=CC=C3